FC(C1=NN=C(O1)C1=CC=C2CN(C(C2=C1)=O)[C@@H]([C@@H](O)C1=CC(=C(C=C1)F)F)C=1C=NC(=CC1)OCC)F |r| 6-[5-(difluoromethyl)-1,3,4-oxadiazol-2-yl]-2-[(1RS,2SR)-2-(3,4-difluorophenyl)-1-(6-ethoxypyridin-3-yl)-2-hydroxyethyl]-2,3-dihydro-1H-isoindol-1-one